C1(=CC=CC=C1)C=1N=C(C2=C(N1)CN(C2)C(CC)=O)C2=NN(C=C2)CC=2C=NC=CC2 1-(2-phenyl-4-(1-(pyridin-3-ylmethyl)-1H-pyrazol-3-yl)-5,7-dihydro-6H-pyrrolo[3,4-d]pyrimidin-6-yl)propan-1-one